N-(4-sulfamoylphenylcarbamothioyl)pivalamide S(N)(=O)(=O)C1=CC=C(C=C1)NC(=S)NC(C(C)(C)C)=O